ClC=1C=C(C=CC1C(=O)N1CCN(CC1)C(=O)C1(CNCCC1)O)NC(=O)C=1N(C(=CN1)C=1C(=NN(C1)CC#N)C(F)(F)F)C N-[3-chloro-4-[4-(3-hydroxypiperidine-3-carbonyl)piperazine-1-carbonyl]phenyl]-5-[1-(cyanomethyl)-3-(trifluoromethyl)pyrazol-4-yl]-1-methylimidazole-2-carboxamide